2-(3,3-difluoro-1-methyl-pyrrolidin-2-yl)-N-(2-(5-methylisoquinolin-1-yl)propan-2-yl)acetamide FC1(C(N(CC1)C)CC(=O)NC(C)(C)C1=NC=CC2=C(C=CC=C12)C)F